FC1=C(C=C(C=C1C)C1=C(C=C(C=C1C)F)C)[C@H](CC(=O)OCC)NC(C(CCC(C)C)N1C(C=C(C(=C1)CCN(C)C)C(F)(F)F)=O)=O (3S)-ethyl 3-(4,4'-difluoro-2',5,6'-trimethylbiphenyl-3-yl)-3-(2-(5-(2-(dimethylamino)ethyl)-2-oxo-4-(trifluoromethyl)pyridin-1(2H)-yl)-5-methylhexanamido)propanoate